N(=[N+]=[N-])CCC(=O)Cl 3-azidopropionyl chloride